OC1=CC(=C(C=2C(C3=CC=CC=C3C(C12)=O)=O)O)O 1,3,4-trihydroxyanthraquinone